tert-Butyl (1S,2R)-2-(3-oxo-4-(m-tolylamino)-2,3-dihydro-1H-pyrrolo[3,4-c]pyridin-6-ylamino)cyclohexylcarbamate O=C1NCC2=C1C(=NC(=C2)N[C@H]2[C@H](CCCC2)NC(OC(C)(C)C)=O)NC=2C=C(C=CC2)C